(E)-N-((7-oxabicyclo[2.2.1]heptan-1-yl)methylene)-2-methylpropane-2-sulfinamide C12(CCC(CC1)O2)\C=N\S(=O)C(C)(C)C